FC=1C=C(C=C2C=CC(=NC12)C12CCC(CC1)(CC2)C(C)(C)O)C=C 2-(4-(8-fluoro-6-vinylquinolin-2-yl)bicyclo[2.2.2]octan-1-yl)propan-2-ol